CC=CCCOC(=O)NC=1C=CC2=C(C(=CS2)C2CCN3CCCCC3CC2)C1 5-(2-penten-5-yloxy)carbonylamino-3-(1-azabicyclo[5.4.0]undecan-4-yl)-benzothiophene